Uranium tetrabromide [Br-].[Br-].[Br-].[Br-].[U+4]